N(=C=O)C1=C(C(=C(C=C1)C1=CC(=CC=C1)C)N=C=O)C diisocyanato-3,3'-dimethyl-biphenyl